ClC(C(=O)N1[C@@H](COC2=C1C=CC=C2)C)Cl (R,S)-4-dichloroacetyl-3,4-dihydro-3-methyl-2H-1,4-benzoxazine